C1(CC1)N1N=CC(=C1)C=1C=NC=2C=CN3C(C2C1)=NC(=C3C(=O)N)C3=C(C=CC=C3Cl)Cl 9-(1-Cyclopropyl-1H-pyrazol-4-yl)-2-(2,6-dichlorophenyl)imidazo[2,1-f][1,6]naphthyridine-3-carboxamide